(E)-7-benzylidene-2-azaspiro[4.4]nonane-2-carboxylic acid tert-butyl ester C(C)(C)(C)OC(=O)N1CC2(CC1)C/C(/CC2)=C/C2=CC=CC=C2